Acrylic Acid-6-Isocyanato-Hexyl Ester N(=C=O)CCCCCCOC(C=C)=O